(4,9,10-tris(trifluoromethyl)perylene-3-yl)butanoic acid FC(C=1C2=C(C=CC=3C=4C=CC(=C5C(=CC=C(C(=CC1)C23)C54)C(F)(F)F)C(F)(F)F)C(C(=O)O)CC)(F)F